cyclopropylmethyl ((((2R,3S,4R,5R)-5-(4-aminopyrrolo[2,1-f][1,2,4]triazin-7-yl)-5-cyano-3,4-dihydroxytetrahydrofuran-2-yl)methoxy)(4-(tert-butyl)phenoxy)phosphoryl)-L-alaninate NC1=NC=NN2C1=CC=C2[C@]2([C@@H]([C@@H]([C@H](O2)COP(=O)(OC2=CC=C(C=C2)C(C)(C)C)N[C@@H](C)C(=O)OCC2CC2)O)O)C#N